methyl 3-(1,4-dimethyl-1H-benzo[d][1,2,3]triazol-5-yl)-3-(3-(((R)-2-ethyl-2,3-dihydro-[1,4]oxazepino[7,6-f]isoquinolin-4(5H)-yl)methyl)-4-methylphenyl)-2,2-dimethylpropanoate CN1N=NC2=C1C=CC(=C2C)C(C(C(=O)OC)(C)C)C2=CC(=C(C=C2)C)CN2C[C@H](OC1=C3C=CN=CC3=CC=C1C2)CC